C1(=CC(=C(C=C1)C(=O)O)C(=O)O)C1=CC(=C(C=C1)C(=O)O)C(=O)O biphenyl-3,4,3',4'-tetracarboxylic acid